OC1=C(C(=CC(=C1)C)C)C1=CC=C(N=N1)N1CC(N[C@H](C1)CO)=O (6R)-4-[6-(2-hydroxy-4,6-dimethyl-phenyl)pyridazin-3-yl]-6-(hydroxymethyl)piperazin-2-one